4-(5-chloro-2-methoxyphenyl)-N-[6-(5-cyclopropylpyridin-2-yl)thiazolo[4,5-b]pyrazine-2-yl]-6-methylpyridine-3-carboxamide ClC=1C=CC(=C(C1)C1=C(C=NC(=C1)C)C(=O)NC=1SC=2C(=NC=C(N2)C2=NC=C(C=C2)C2CC2)N1)OC